2-(1-Fluorocyclopropyl)-3-methyl-6,7-dihydro-5H-cyclopenta[b]pyridin-4-amine FC1(CC1)C1=C(C(=C2C(=N1)CCC2)N)C